COCCN(C1=CC=C(NC=2C(=NC(=C(N2)NC)C=2C3=C(C=NC2)N(C=N3)C)C(=O)OC)C=C1)C methyl 3-[4-[2-methoxy ethyl (methyl)amino]anilino]-5-(methylamino)-6-(3-methylimidazo[4,5-c]pyridin-7-yl)pyrazine-2-carboxylate